FC=1C=C(OC(=O)NC2=CC3=NC4=C(C=CC=C4C3=CC=C2)CNCCC=2C=NN(C2)C(C)C)C=CC1 7-(3-fluorophenoxy)carbonylamino-4-(2-(1-isopropyl-1H-pyrazol-4-yl)ethyl)aminomethylcyclohepta[7,6-b]indole